3-(2-((tetrahydro-2H-pyran-2-yl)oxy)ethoxy)aniline O1C(CCCC1)OCCOC=1C=C(N)C=CC1